ethyl (cis)-2-oxo-1-oxa-3-azaspiro[4.5]decane-8-carboxylate O=C1OC2(CN1)CCC(CC2)C(=O)OCC